C(C)OC(=O)C=1N=C(SC1C1CN(C1)CC1=CC=CC=C1)N(C)C=1N=NC(=C(C1)C)NC=1SC2=C(N1)C=CC=C2 ({6-[(1,3-benzothiazol-2-yl)amino]-5-methylpyridazin-3-yl}(methyl)amino)-5-(1-benzylazetidin-3-yl)-1,3-thiazole-4-carboxylic acid ethyl ester